ClCC(=O)NS(=O)(=O)C1(CC1)COC=1N=CC=C2C=C(C(N(C12)C)=O)C(=O)NCC1=CC=C(C=C1)C#N 8-((1-(N-(2-chloroacetyl)sulfamoyl)cyclopropyl)methoxy)-N-(4-cyanobenzyl)-1-methyl-2-oxo-1,2-dihydro-1,7-naphthyridine-3-carboxamide